C(C1=CC=CC=C1)N1CC=2N=C(N=C(C2CC1)N1CC(CCC1)(O)C)Cl 1-(7-benzyl-2-chloro-5,6,7,8-tetrahydropyrido[3,4-d]pyrimidin-4-yl)-3-methylpiperidin-3-ol